C1=C(C=CC2=CC=CC=C12)[C@@]12CN(C[C@H]2C1)C(=O)OCOC(C(=O)O)CCCC=O ((((1R,5S)-1-(naphthalen-2-yl)-3-azabicyclo[3.1.0]hexane-3-carbonyl)oxy)methoxy)-6-oxohexanoic acid